C(CCCCCCC)(=O)[O-].C(CCCCCCC)(=O)[O-].[Cu+2] copper dicaprylate